CC(C)(C1CCC(CC1)O)C1CCC(CC1)O 4,4'-(1-Methylethylidene)biscyclohexanol